N[C@H]1CN(CCC1)C1=C2C(=NC=C1)N(C(=N2)C2=CC(=C(C#N)C=C2)F)C2=CC=C(C=C2)N(C)C2CC2 (R)-4-(7-(3-aminopiperidine-1-yl)-3-(4-(cyclopropyl(methyl)amino)phenyl)-3H-imidazo[4,5-b]pyridine-2-yl)-2-fluorobenzonitrile